(3S)-3-{[(6,7-dibromofuro[3,2-c]pyridin-4-yl)oxy]methyl}tetrahydropyrrole-1-carboxylic acid 2-methylpropan-2-yl ester CC(C)(C)OC(=O)N1C[C@H](CC1)COC1=NC(=C(C2=C1C=CO2)Br)Br